S[Fe] mercapto-iron